FC1(CCN(CC1)C1=CC=C(N=N1)NCC1=CSC=2CN(CCC21)CC2CCOCC2)F 6-(4,4-difluoropiperidin-1-yl)-N-((6-((tetrahydro-2H-pyran-4-yl)methyl)-4,5,6,7-tetrahydrothieno[2,3-c]pyridin-3-yl)methyl)pyridazin-3-amine